COC=1C=CC=2C3=C(NC2C1)C(=NC(=N3)NC)NCCCP(OCC)(OCC)=O diethyl (3-((7-methoxy-2-(methylamino)-5H-pyrimido[5,4-b]indol-4-yl)amino)propyl)phosphonate